C(C)(=O)OC(C(F)(F)F)=CCC1=CC(=C(C(=C1)OC)OC)OC 4-(3,4,5-trimethoxyphenyl)-1,1,1-trifluorobut-2-en-2-yl acetate